C(C)(C)(C)C1=CC=C(C(=O)Cl)C=C1 para-tertiary butyl-benzoyl chloride